4-bromo-2-((tert-butoxycarbonyl)amino)-5-fluorobenzoic acid methyl ester COC(C1=C(C=C(C(=C1)F)Br)NC(=O)OC(C)(C)C)=O